NC1=C2N(C(N(C2=NC=N1)C1CCCC1)=O)C1=CC=C(CNC(=O)C2=C(C=CC=C2)OC)C=C1 N-(4-(6-amino-9-cyclopentyl-8-oxo-8,9-dihydro-7H-purin-7-yl)benzyl)-2-methoxybenzeneAmide